C[C@H]1O[C@H](CC(C1)C1=NC2=CC=C(C=C2C=C1)CN1C[C@H](CC1)OC=1C=C2CN(C(C2=CC1)=O)C1C(NC(CC1)=O)=O)C 3-(5-(((3S)-1-((2-((2R,6S)-2,6-Dimethyltetrahydro-2H-pyran-4-yl)quinolin-6-yl)methyl)pyrrolidin-3-yl)oxy)-1-oxoisoindolin-2-yl)piperidine-2,6-dione